(12Z,15Z)-3-((4-(dimethylamino)butanoyl)oxy)henicosa-12,15-dien-1-yl-3-octylundecanoate CN(CCCC(=O)OC(CCOC(CC(CCCCCCCC)CCCCCCCC)=O)CCCCCCCC\C=C/C\C=C/CCCCC)C